ClC1=CN=C2C(=CNC2=C1)C=O 6-CHLORO-4-AZAINDOLE-3-CARBALDEHYDE